[3-(2-methylpropionamido)propyl]-trimethylammonium chlorid [Cl-].CC(C(=O)NCCC[N+](C)(C)C)C